(2-fluorophenyl)-1,3,4-thiadiazole-2-amine FC1=C(C=CC=C1)C1=NN=C(S1)N